(6-Aminopyridin-3-yl)piperidine-1-carboxylic acid tert-butyl ester C(C)(C)(C)OC(=O)N1C(CCCC1)C=1C=NC(=CC1)N